[Rh](F)(F)F rhodium trifluoride